BrC=1C=CC(=C(C1)N1CCC2(CC2)CC1)C=1C=NN(C1)C1=NC(=NC(=C1)C)S(=O)(=O)C 6-(5-bromo-2-(1-(6-methyl-2-(methylsulfonyl)pyrimidin-4-yl)-1H-pyrazol-4-yl)phenyl)-6-azaspiro[2.5]octane